C(#N)C1(COC1)NS(=O)(=O)C=1C=C(C=2N(C1)C(=NC2)C=2SC(=NN2)C(F)F)N2CCN(CC2)C(C(C)C)=O N-(3-cyanooxetan-3-yl)-3-(5-(difluoromethyl)-1,3,4-thiadiazol-2-yl)-8-(4-isobutyrylpiperazin-1-yl)imidazo[1,5-a]pyridine-6-sulfonamide